FC=1C=C(C(=O)NC2=NNC3=CN=C(C=C32)C3=C(C=CC=C3OC)F)C=CC1F 3,4-difluoro-N-(5-(2-fluoro-6-methoxyphenyl)-1H-pyrazolo[3,4-c]pyridin-3-yl)benzamide